CS(=O)(C)=NCC(=O)O 2-((dimethyl(oxo)-λ6-sulfanylidene)amino)acetic acid